2-((7-methyl-6-nitroquinolin-4-yl)oxy)ethan-1-amine trifluoroacetate salt FC(C(=O)O)(F)F.CC1=C(C=C2C(=CC=NC2=C1)OCCN)[N+](=O)[O-]